O=C1N(C[C@@H](C[C@@H]1NC(OC(C)(C)C)=O)C1=C(C(=CC=C1F)F)F)CCCCCOCC#C tert-butyl ((3S,5S)-2-oxo-1-(5-(prop-2-yn-1-yloxy)pentyl)-5-(2,3,6-trifluorophenyl)piperidin-3-yl)carbamate